FC(CN1N=NC2=C1C=C(C=C2)C=2C=CN1N=C(N=C(C12)OC)N[C@H]1[C@H](CN(CC1)C1COC1)F)(C)F 5-(1-(2,2-difluoropropyl)-1H-benzo[d][1,2,3]triazol-6-yl)-N-((3S,4R)-3-fluoro-1-(oxetan-3-yl)piperidin-4-yl)-4-methoxypyrrolo[2,1-f][1,2,4]triazin-2-amine